tert-butyl((6-(2-((4-methoxybenzyl)oxy)ethyl)pentadecyl)oxy)-diphenylsilane C(C)(C)(C)[Si](C1=CC=CC=C1)(C1=CC=CC=C1)OCCCCCC(CCCCCCCCC)CCOCC1=CC=C(C=C1)OC